C(C=1C(O)=CC=CC1)(=O)OCC\C=C/CC (Z)-3-Hexenyl salicylate